P(=O)(O)(O)O.C(=C)C1=NC=CC=C1 2-vinylpyridine phosphate